ethyl-dihydroxypropanol C(C)C(C(O)(O)O)C